Cl\C(\C=[N+](C)C)=C/N(C)C [(Z)-2-chloro-3-(dimethylamino)prop-2-enylidene]-dimethyl-ammonium